2-(3-chlorophenyl)-5-phenylfuran ClC=1C=C(C=CC1)C=1OC(=CC1)C1=CC=CC=C1